5-cyano-3-(1H-imidazol-1-yl)-N-((trans)-4-methoxy-4-methylcyclohexyl)isoquinoline-1-carboxamide C(#N)C1=C2C=C(N=C(C2=CC=C1)C(=O)NC1CCC(CC1)(C)OC)N1C=NC=C1